dipropyl-dimethoxymethylsilyl-amine C(CC)[Si](C(OC)OC)(CCC)N